(2R,4S)-tert-butyl 4-(4-amino-3-((1,2-dimethyl-1H-benzo[d]imidazol-5-yl)ethynyl)-1H-pyrrolo[3,2-c]pyridin-1-yl)-2-(methoxymethyl)pyrrolidine-1-carboxylate NC1=NC=CC2=C1C(=CN2[C@H]2C[C@@H](N(C2)C(=O)OC(C)(C)C)COC)C#CC2=CC1=C(N(C(=N1)C)C)C=C2